N1(C=NC=C1)CC=1C=CC(=NC1)[C@H]1[C@@H](C1)C(=O)O (1R,2R)-2-(5-((1H-imidazol-1-yl)methyl)pyridin-2-yl)cyclopropane-1-carboxylic acid